4-hydroxy-1-azaspiro[4.4]nonan-2-one OC1CC(NC12CCCC2)=O